C(C)(C)(C)OC(=O)N1CC2=CC=C(C=C2C(C1)(F)F)Br.ClC1=CC=C(C=C1)C(=O)N1CC2=C(N=C(N=C2)C2=NC=CC=C2)CC1 (4-chlorophenyl)-[2-(2-pyridyl)-7,8-dihydro-5H-pyrido[4,3-d]pyrimidin-6-yl]methanone tert-Butyl-6-bromo-4,4-difluoro-1,3-dihydroisoquinoline-2-carboxylate